NC1=CC(=NN1C1=CC(=C(C=C1)Cl)Cl)C 5-amino-1-(3,4-dichlorophenyl)-3-methylpyrazole